1,1,3,3-tetraphenyl-1,3-dimethyldisilazane C1(=CC=CC=C1)[Si](N[Si](C)(C1=CC=CC=C1)C1=CC=CC=C1)(C)C1=CC=CC=C1